6-(3-Chloro-4-(2-chloro-3-(5-formyl-6-methoxypyridin-2-yl)phenyl)pyridin-2-yl)-1-methyl-1H-indole-3-carbaldehyde ClC=1C(=NC=CC1C1=C(C(=CC=C1)C1=NC(=C(C=C1)C=O)OC)Cl)C1=CC=C2C(=CN(C2=C1)C)C=O